3-Bromo-N-(3-methoxyphenyl)-1-methyl-1H-1,2,4-triazol-5-amine BrC1=NN(C(=N1)NC1=CC(=CC=C1)OC)C